C(CCCCC=CC)=O oct-6-enal